tert-butyl (1-((2-fluoro-5-(1-propionamidoethyl)phenoxy)methyl)cyclopropyl)carbamate FC1=C(OCC2(CC2)NC(OC(C)(C)C)=O)C=C(C=C1)C(C)NC(CC)=O